N-methyl-N-((1S)-2,2,2-trifluoro-1-(4-(2-fluoro-8,8-dimethyl-7,8-dihydro-6H-cyclopenta[e]pyrazolo[1,5-a]pyrimidin-6-yl)phenyl)ethyl)tetrahydro-2H-pyran-4-carboxamide CN(C(=O)C1CCOCC1)[C@H](C(F)(F)F)C1=CC=C(C=C1)C1CC(C2=C1C=NC=1N2N=C(C1)F)(C)C